C-iodomethane IC